C[C@H]1[C@@H]([C@H]([C@H]([C@@H](O1)O[C@@H]2[C@H]([C@@H]([C@H](O[C@H]2OC3=CC(=C4C(=O)C[C@H](OC4=C3)C5=CC(=C(C=C5)O)O)O)CO)O)O)O)O)O The molecule is a flavanone glycoside that is eriodictyol substituted by a 2-O-(6-deoxy-alpha-L-mannopyranosyl)-beta-D-glucopyranosyl residue at position 7 via a glycosidic linkage. It has a role as a plant metabolite. It is a neohesperidoside, a disaccharide derivative, a trihydroxyflavanone, a flavanone glycoside and a member of 4'-hydroxyflavanones. It derives from an eriodictyol.